tert-butyl ((2-(4-(3,3-difluoro-1-(4-methyl-4H-1,2,4-triazol-3-yl)cyclobutyl)-6-(ethylamino)pyridin-2-yl)-3-oxo-7-(trifluoromethyl)isoindolin-5-yl)methyl)(1-methylcyclobutyl)carbamate FC1(CC(C1)(C1=NN=CN1C)C1=CC(=NC(=C1)NCC)N1CC2=C(C=C(C=C2C1=O)CN(C(OC(C)(C)C)=O)C1(CCC1)C)C(F)(F)F)F